N[C@H](C(=O)O)COCCCN (2S)-2-amino-3-(3-aminopropoxy)propanoic acid